NC=1C2=C(N=CN1)N(C=C2)[C@@H]2C=C([C@H]1OC(O[C@H]12)(C)C)CCC1=CC=C2C=C(C(=NC2=C1)N)Cl 7-(2-((3aS,4R,6aR)-4-(4-Amino-7H-pyrrolo[2,3-d]pyrimidin-7-yl)-2,2-dimethyl-3a,6a-dihydro-4H-cyclopenta[d][1,3]dioxol-6-yl)ethyl)-3-chloroquinolin-2-amine